[2-14C]glycine N[14CH2]C(=O)O